CN(CCN)C N,N-Dimethyl-ethylenediamine